xylosyl-β-hydroxydecanoyl-β-hydroxydecanoate C1([C@H](O)[C@@H](O)[C@H](O)CO1)C(C(=O)[O-])(C(CCCCCCC)O)C(C(CCCCCCCC)O)=O